Diethyl cyclopent-2-ene-1,2-dicarboxylate C1(C(=CCC1)C(=O)OCC)C(=O)OCC